6-[(2R,4S)-4-fluoro-2-[5-fluoro-2-(methylsulfanyl)phenyl]pyrrolidin-1-yl]-N-{1-[(4-fluoro-3-hydroxyphenyl)methyl]piperidin-4-yl}imidazo[1,2-b]pyridazine-3-carboxamide F[C@H]1C[C@@H](N(C1)C=1C=CC=2N(N1)C(=CN2)C(=O)NC2CCN(CC2)CC2=CC(=C(C=C2)F)O)C2=C(C=CC(=C2)F)SC